N-methyl-N-{3-[({2-[(3-{[(methylsulfonyl)amino]methyl}phenyl)amino]-5-(trifluoromethyl)pyrimidin-4-yl}amino)methyl]pyridin-2-yl}methanesulfonamide CN(S(=O)(=O)C)C1=NC=CC=C1CNC1=NC(=NC=C1C(F)(F)F)NC1=CC(=CC=C1)CNS(=O)(=O)C